3-Methylspiro[7H-furo[3,4-b]pyridine-5,4'-piperidine] CC=1C=C2C(=NC1)COC21CCNCC1